C(C)(C)(C)OC(=O)N1CC(C1)CC1=CC=2N=C(CC(=CC2S1)C(N(CCC)OCC)=O)N.C(=O)C1=CC=C(C=C1)C1=CC(=CC(=C1)C1=CC=C(C=C1)C=O)C1=CC=C(C=C1)C=O 1,3,5-tris(4-formylphenyl)benzene tert-butyl-3-[[5-amino-7-[ethoxy(propyl)carbamoyl]-6H-thieno[3,2-b]azepin-2-yl]methyl]azetidine-1-carboxylate